C1(=CC=CC=C1)N(C1=CC=2C3(C4=CC=CC=C4C2C=C1)C1=CC=CC=C1C=1C=CC=CC13)C1=CC=C(C=C1)C=1C=CC=3N(C2=CC=CC=C2C3C1)C1=CC=CC=C1 N-phenyl-N-[4-(9-Phenyl-9H-carbazole-3-yl)phenyl]-9,9'-spirobi[9H-fluorene]-2-amine